[8-(1-octylnonoxy)-8-oxo-octyl] (2S,4S)-1-[7,7-dimethyl-8-oxo-8-(4-pentylnonoxy)octyl]-4-[4-(4-methylpiperazin-1-yl)-4-oxo-butanoyl]oxy-pyrrolidine-2-carboxylate CC(CCCCCCN1[C@@H](C[C@@H](C1)OC(CCC(=O)N1CCN(CC1)C)=O)C(=O)OCCCCCCCC(=O)OC(CCCCCCCC)CCCCCCCC)(C(OCCCC(CCCCC)CCCCC)=O)C